nonadecane-7,12-diol CCCCCCC(CCCCC(CCCCCCC)O)O